OCCN1C(C=C(C(=C1)C1=CC=CC=C1)C=1C2=C(C(N(C1)C)=O)N(C(=C2)C=2C=NN(C2)C(F)(F)F)S(=O)(=O)C2=CC=C(C)C=C2)=O 4-(1-(2-hydroxyethyl)-2-oxo-5-phenyl-1,2-dihydropyridin-4-yl)-6-methyl-1-tosyl-2-(1-(trifluoromethyl)-1H-pyrazol-4-yl)-1,6-dihydro-7H-pyrrolo[2,3-c]pyridin-7-one